FC(C1=NC2=CC=CC=C2C(=N1)SCC(=O)C1=CC=C(S1)CCNC(C(C)(C)C)=O)(F)F N-(2-(5-(2-((2-(trifluoromethyl)quinazolin-4-yl)thio)acetyl)thiophen-2-yl)ethyl)pivalamide